F[C@H]1[C@H](C1)N1C(C(=CC=C1)NC(=O)C=1C(=NC=2N(C1)C=C(N2)[C@@]21CO[C@@](CC2)(C1)C)OC(C)C)=O N-(1-((1S,2R)-2-fluorocyclopropyl)-2-oxo-1,2-dihydropyridin-3-yl)-7-isopropoxy-2-((1S,4R)-1-methyl-2-oxabicyclo[2.2.1]hept-4-yl)imidazo[1,2-a]pyrimidine-6-carboxamide